NC1=C(C(NC2=C(C=CC=C12)C1=CC(=NC=C1F)OC)=O)C(=O)NCCC 4-Amino-8-(5-fluoro-2-methoxy-4-pyridyl)-2-oxo-N-propyl-1H-quinoline-3-carboxamide